ClC1=CC(=C(C(=N1)C)C#N)OCC1=CC=C(C=C1)OC 6-chloro-4-[(4-methoxyphenyl)methoxy]-2-methyl-pyridine-3-carbonitrile